N1=CC=C(C=C1)CC1N(CC1)C(=O)OC(C)(C)C tert-butyl 2-(pyridin-4-ylmethyl)azetidine-1-carboxylate